O1CCCC2=CC=CC(=C12)C1=NOC(=N1)C=1C=C2C=NN(C2=CC1)C(C)C 3-chroman-8-yl-5-(1-isopropylindazol-5-yl)-1,2,4-oxadiazole